4-[(3S)-3-aminopyrrolidin-1-yl]-N-[(1S)-1-cyclopropylethyl]-5-(3,5-dichlorophenyl)-6-(trifluoromethyl)pyridine-3-carboxamide N[C@@H]1CN(CC1)C1=C(C=NC(=C1C1=CC(=CC(=C1)Cl)Cl)C(F)(F)F)C(=O)N[C@@H](C)C1CC1